BrC1=C(C=C(C=C1)Cl)C(CCC=C)N[S@@](=O)C(C)(C)C (S)-N-(1-(2-bromo-5-chlorophenyl)pent-4-enyl)-2-methylpropane-2-sulfinamide